CC1=C(OC2=C(C=C(C=C2C1=O)C)C(C)NC1=C(C=CC=C1)S(=O)(=O)NC(C)=O)C1=CC=CC=C1 N-[2-[1-(3,6-Dimethyl-4-oxo-2-phenyl-chromen-8-yl)ethylamino]phenyl]sulfonylacetamide